ClC1=C(C=C(C=C1)N)F 4-chloro-3-fluorophenylamine